N-((6-(3,3-Dimethylureido)pyridin-3-yl)methyl)-1-methyl-5-(4-(1-methyl-1H-imidazol-2-yl)phenyl)-1H-indazole-3-carboxamide CN(C(NC1=CC=C(C=N1)CNC(=O)C1=NN(C2=CC=C(C=C12)C1=CC=C(C=C1)C=1N(C=CN1)C)C)=O)C